ClC=1C(=C(C=CC1)NC=1C(=C(N2C1C(N(CC2)CC2=CC=C(C=C2)OC)=O)COC2CCOCC2)C2=CC=NC=C2)C 8-((3-chloro-2-methylphenyl)amino)-2-(4-methoxybenzyl)-7-(pyridin-4-yl)-6-(((tetrahydro-2H-pyran-4-yl)oxy)methyl)-3,4-dihydropyrrolo[1,2-a]pyrazin-1(2H)-one